FC(C1=CC=C2C(=CC=NC2=C1)NC[C@@H]1CC[C@H](CC1)C(=O)N1CCCCC1)(F)F trans-N-{4-{[(7-trifluoromethylquinolin-4-yl)amino]methyl}cyclohexyl}formylpiperidine